N-Cyclopropyl-4-methyl-3-[1-[6-(oxetane-3-sulfonyl)-imidazo[1,2-a]pyridin-3-yl]-1H-pyrazol-4-yl]-benzamide C1(CC1)NC(C1=CC(=C(C=C1)C)C=1C=NN(C1)C1=CN=C2N1C=C(C=C2)S(=O)(=O)C2COC2)=O